[2(R)-{ethoxycarbonylpropyl-amino}-2-phenylethyl]-5-(2-fluoro-3-methoxyphenyl)-1-[2-fluoro-6-(trifluoromethyl)benzyl]-6-methyl-pyrimidine-2,4(1H,3H)-dione C(C)OC(=O)CCCN[C@@H](CN1C(N(C(=C(C1=O)C1=C(C(=CC=C1)OC)F)C)CC1=C(C=CC=C1C(F)(F)F)F)=O)C1=CC=CC=C1